5-(2-chloro-4-fluorophenyl)-3-(methylamino)-4H-benzo[e][1,2,4]thiadiazine 1,1-dioxide ClC1=C(C=CC(=C1)F)C1=CC=CC2=C1NC(=NS2(=O)=O)NC